NN1C(NC(=C(C1=O)N1C2CCN(CC2C1)C(=O)OC(C)(C)C)CC)=N tert-butyl 7-(3-amino-6-ethyl-2-imino-4-oxo-1,2,3,4-tetrahydropyrimidin-5-yl)-3,7-diazabicyclo[4.2.0]octane-3-carboxylate